CC1(CN(C1)C=1C2=C(N=C(N1)N(CCOC)CCOC)C(=NC(=N2)N(CCOC)CCOC)N2CCC(CC2)OC)C 4-(3,3-dimethylazetidin-1-yl)-N2,N2,N6,N6-tetrakis(2-methoxyethyl)-8-(4-methoxypiperidin-1-yl)pyrimido[5,4-d]pyrimidine-2,6-diamine